CN1N=C(C=C1)COC1=CC(N(C=C1)C1=CC=NC=C1)=O 4-((1-methyl-1H-pyrazol-3-yl)methoxy)-2H-[1,4'-bipyridyl]-2-one